6-hydroxy-1H-benzo[des]isoquinoline-2(3H)-carboxylic acid tert-butyl ester C(C)(C)(C)OC(=O)N1CC2=CC(=C3CC2=C(C1)C=C3)O